Cl.N1(C=NC=C1)C1=C(C=C(C=NNC2=CC=NC3=CC(=C(C=C23)OC)OC)C=C1)C 4-(2-(4-(1H-imidazol-1-yl)-3-methylbenzylidene)hydrazino)-6,7-dimethoxyquinoline HCl salt